2-[N-(2-hydroxyethyl)carbamoyl]-3,10-dimethoxy-5,6,7,8,13,13a-hexahydroisoquinolino[2,1-b]isoquinolin-9-yl benzenesulfonate C1(=CC=CC=C1)S(=O)(=O)OC1=C(C=CC=2CC3N(CC12)CCC=1C=C(C(=CC13)C(NCCO)=O)OC)OC